C(#N)C=1C=CC(=C(C1)C=1N=C(OC1)C(=O)N[C@H]1CN([C@@H](C1)COC)C#N)OC1CC1 4-(5-cyano-2-cyclopropoxyphenyl)-N-((3R,5S)-1-cyano-5-(methoxymethyl)pyrrolidin-3-yl)oxazole-2-carboxamide